tert-Butyl (S)-5-(4-(1-(2-(diisopropylcarbamoyl)-4-fluorophenyl)-1H-pyrrolo[2,3-c]pyridine-3-carbonyl)piperidine-1-carbonyl)-2,2-dimethylpyrrolidine-1-carboxylate C(C)(C)N(C(=O)C1=C(C=CC(=C1)F)N1C=C(C=2C1=CN=CC2)C(=O)C2CCN(CC2)C(=O)[C@@H]2CCC(N2C(=O)OC(C)(C)C)(C)C)C(C)C